C(C)(C)C1=C(C(=CC=C1)C(C)C)NC(=O)NS(=O)(=O)C1=NN(C(=C1)C(=O)NC(C)C)C 3-(N-((2,6-Diisopropylphenyl)carbamoyl)sulfamoyl)-N-isopropyl-1-methyl-1H-pyrazole-5-carboxamide